(1s,4s)-4-(8-(2,4-difluoro-6-methylphenylamino)-2-(tetrahydro-2H-pyran-4-ylamino)-9H-purin-9-yl)cyclohexanecarboxamide FC1=C(C(=CC(=C1)F)C)NC=1N(C2=NC(=NC=C2N1)NC1CCOCC1)C1CCC(CC1)C(=O)N